C1(CC1)C=1C=C(C=NC1)C=1N=NN(C1)C1(COC1)C1=CC=C(C=N1)N1C[C@@H](CCC1)NCC1CC(C1)(F)F (R)-1-(6-(3-(4-(5-cyclopropylpyridin-3-yl)-1H-1,2,3-triazol-1-yl)oxetan-3-yl)pyridin-3-yl)-N-((3,3-difluorocyclobutyl)methyl)piperidin-3-amine